C(C)(C)(C)OC(=O)N1CC2=CC(=CC=C2CC1)Br 7-bromo-3,4-dihydroisoquinoline-2(1H)-carboxylic acid tert-butyl ester